ClC1=C(N=NN1CC1=CC=C(C=N1)C=1OC(=NN1)C(F)F)C1=CC=CC=C1 2-(6-((5-chloro-4-phenyl-1H-1,2,3-triazol-1-yl)methyl)pyridin-3-yl)-5-(difluoromethyl)-1,3,4-oxadiazole